C(C)(=O)OCC\C=C/CC z-3-hexenyl acetate